C(OC(C)N1N=C(C=C(C1=O)C(C([2H])([2H])[2H])C([2H])([2H])[2H])OC1=C(C=C(C=C1Cl)N1N=C(C(NC1=O)=O)C#N)Cl)(OC(C)C)=O 1-(3-(2,6-dichloro-4-(6-cyano-3,5-dioxo-4,5-dihydro-1,2,4-triazin-2(3H)-yl)phenoxy)-6-oxo-5-(propan-2-yl-1,1,1,3,3,3-d6)pyridazin-1(6H)-yl)ethyl isopropyl carbonate